C(C)(C)(C)OC(=O)N1CCCC2=CC=C(N=C12)Br 7-bromo-1,2,3,4-tetrahydro-1,8-naphthyridine-1-carboxylic acid tert-butyl ester